O1N=C(C2=C1C=CC=C2)C2=C(C(=CC=C2)C)[C@H](CC2=NC=CC=C2)N[S@@](=O)C(C)(C)C (S)-N-{(S)-1-[2-(benzo[d]isoxazol-3-yl)-6-methylphenyl]-2-(pyridine-2-yl)ethyl}-2-methylpropane-2-sulfinamide